[Fe](Cl)Cl.CC1=C(C(=CC=C1)C)N=C(C)C1=NC(=CC=C1)C(C)=NC1=C(C=C(C=C1C)C)Br 2-[1-(2,6-dimethylphenylimino)ethyl]-6-[1-(2-bromo-4,6-dimethylphenylimino)ethyl]pyridine iron dichloride